1,2-bis(5-methyl-2-oxazolin-yl)benzene CC1CN=C(O1)C1=C(C=CC=C1)C=1OC(CN1)C